FC1=C(C=C(C(=C1)F)C)C1=NC=NC2=NC(=C(N=C12)C)C 4-(2,4-difluoro-5-methyl-phenyl)-6,7-dimethyl-pteridine